N[C@@H]1CC[C@H](CC1)CN([C@@H]1CC[C@H](CC1)NC(OC(C)(C)C)=O)CC tert-butyl (trans-4-(((trans-4-aminocyclohexyl)methyl)(ethyl)amino)cyclohexyl)carbamate